FC1=C(C=CC(=C1)F)N1CCN(CC1)CC1=CC=C2CN(C(NC2=C1)=O)CC 7-{[4-(2,4-difluorophenyl)piperazin-1-yl]methyl}-3-ethyl-1,4-dihydroquinazolin-2-one